CC=1N(C(C2=C(N1)C(=NC(=N2)N2C[C@H](OCC2)C=2C=NN(C2)C)C2CCC(CC2)C)=O)C 2,3-dimethyl-6-((R)-2-(1-methyl-1H-pyrazol-4-yl)morpholino)-8-((1r,4R)-4-methylcyclohexyl)pyrimido[5,4-d]pyrimidin-4(3H)-one